C(C=C)(=O)N1CC(C1)(C1=C(C(=CC=C1F)Cl)Cl)NC=1C=C2C(N(C=NC2=CC1)C1CC1)=O 6-((1-Acryloyl-3-(2,3-dichloro-6-fluorophenyl)azetidin-3-yl)amino)-3-cyclopropylquinazolin-4(3H)-one